2-methyl-4-((thiazol-4-ylmethoxy)methyl)benzoic acid CC1=C(C(=O)O)C=CC(=C1)COCC=1N=CSC1